CC(C)(C)C1=C(C2=CC=CC=C2C=C1)N(C(C)C)CC 2-(1,1-dimethylethyl)-N-ethyl-N-(1-methylethyl)-naphthalene-1-amine